MethylaminoDiphosphonic Acid CNP(=O)(O)OP(=O)O